C(C1=CC=CC=C1)N1CC(CCC1)C1=CC=NC=2N1N=C(C2C2=CC=CC=C2)C 7-(1-Benzylpiperidin-3-yl)-2-methyl-3-phenylpyrazolo[1,5-a]pyrimidine